FC1=C(C=CC(=C1)F)C=1C(NC=C(C1)NC1=CC=CC=C1)=O 3-(2,4-Difluorophenyl)-5-(phenylamino)pyridin-2(1H)-one